N-(2-chloro-4-(4-((2-(dimethylamino)ethyl)amino)-3-methyl-1H-pyrazolo[3,4-d]pyrimidin-6-yl)phenyl)-2,5-difluorobenzenesulfonamide ClC1=C(C=CC(=C1)C1=NC(=C2C(=N1)NN=C2C)NCCN(C)C)NS(=O)(=O)C2=C(C=CC(=C2)F)F